C1NCC12CC(C2)NC(=O)[C@H]2CN(C[C@H](O2)C)C=2C=1N(C(=CC2)C#N)N=CC1 (2r,6r)-N-(2-azaspiro[3.3]heptan-6-yl)-4-(7-cyanopyrazolo[1,5-a]pyridin-4-yl)-6-methyl-morpholine-2-carboxamide